C(C)(=O)N[C@H](C(=O)NC1CCNCC1)CCC(=O)N (2S)-2-acetamido-N-(4-piperidinyl)glutaramide